C(C)(C)C=1C(=NNC1C=1C=C(C=2N(C1)N=CN2)C)C(=O)NC2CN(C2)CC2(COC2)C 4-isopropyl-5-(8-methyl-[1,2,4]triazolo[1,5-a]pyridin-6-yl)-N-(1-((3-methyloxetan-3-yl)methyl)azetidin-3-yl)-1H-pyrazole-3-carboxamide